4-amino-7-(2-(thien-2-yl)propan-2-yl)-7H-pyrrolo[2,3-d]pyrimidine-5-carboxylic acid NC=1C2=C(N=CN1)N(C=C2C(=O)O)C(C)(C)C=2SC=CC2